COCCOCC=1C=C2C(=CNC2=C(C1)NC1CCOCC1)C1=CC=CC=C1 5-(2-methoxyethoxymethyl)-3-phenyl-N-tetrahydropyran-4-yl-1H-indol-7-amine